(S)-9-(1-(4-(1H-1,2,3-triazol-1-yl)phenyl)ethyl)-2-(2-isopropylphenyl)-7,9-dihydro-8H-purin-8-one N1(N=NC=C1)C1=CC=C(C=C1)[C@H](C)N1C2=NC(=NC=C2NC1=O)C1=C(C=CC=C1)C(C)C